3,5-dibromo-1-(1,3-difluoropropan-2-yl)-1H-pyrazole BrC1=NN(C(=C1)Br)C(CF)CF